IC1=NC(=NC(=C1)OC1=CC=C(C=C1)C(F)(F)F)C 4-iodo-2-methyl-6-[4-(trifluoro-methyl)phenoxy]pyrimidine